C(#N)C(CN1[C@H](CC1)COC1=C(N(N=C1)C)C1=CC=2N(C=C1)N=C(C2)NC(=O)C2CC2)(C)C N-[5-[4-[[(2R)-1-(2-cyano-2-methyl-propyl)azetidin-2-yl]methoxy]-2-methyl-pyrazol-3-yl]pyrazolo[1,5-a]pyridin-2-yl]cyclopropanecarboxamide